2-(3-(5-amino-6-(1-(cyclopropylmethyl)-1H-pyrazol-4-yl)pyrazin-2-yl)-4-methylphenyl)-3,3,3-trifluoro-2-hydroxypropanamide trifluoroacetate FC(C(=O)O)(F)F.NC=1N=CC(=NC1C=1C=NN(C1)CC1CC1)C=1C=C(C=CC1C)C(C(=O)N)(C(F)(F)F)O